[N+](=O)([O-])C1=CC=C(C=C1)C=1OC(=CC1)C1=CC=CC=C1 2-(4-nitrophenyl)-5-phenyl-furan